C(OC(C)(C)C)(OC(C)(C)C)=O ditert-butyl carbonate